N-(3-(4-Cyanophenyl)-1-ethyl-1H-indol-6-yl)-3-(imidazo[1,2-b]pyridazin-3-ylethynyl)-4-methylbenzamide C(#N)C1=CC=C(C=C1)C1=CN(C2=CC(=CC=C12)NC(C1=CC(=C(C=C1)C)C#CC1=CN=C2N1N=CC=C2)=O)CC